OCCOCCO β-hydroxyethylether